tert-butyl ((1'-(4-((2,6-dioxopiperidin-3-yl)amino)-2-fluorophenyl)-[1,4'-bipiperidin]-4-yl)methyl)carbamate O=C1NC(CCC1NC1=CC(=C(C=C1)N1CCC(CC1)N1CCC(CC1)CNC(OC(C)(C)C)=O)F)=O